1-methyl-3-pyrrolidol CN1CC(CC1)O